tert-butyl (1-(5-(3-cyano-6-(2-hydroxy-2-methylpropoxy)pyrazolo[1,5-a]pyridin-4-yl)pyridin-2-yl)-4-(indoline-1-carbonyl)piperidin-4-yl)carbamate C(#N)C=1C=NN2C1C(=CC(=C2)OCC(C)(C)O)C=2C=CC(=NC2)N2CCC(CC2)(C(=O)N2CCC1=CC=CC=C21)NC(OC(C)(C)C)=O